CN1CCN(CCC1)[C@H]1CNCC1 (R)-1-Methyl-4-(pyrrolidin-3-yl)-1,4-diazepane